C(C)(C)(C)OC(=O)NC1(CCOCC1)C(=O)NN 4-(tert-Butoxycarbonyl)aminotetrahydro-2H-pyran-4-hydrazide